(R)-4-((3-(1,1-dioxidoisothiazol-2(3H)-yl)piperidin-1-yl)methyl)picolinaldehyde O=S1(N(CC=C1)[C@H]1CN(CCC1)CC1=CC(=NC=C1)C=O)=O